3-cyclohexylprop-2-enyl propionate (allyl cyclohexylpropionate) C(C=C)C(C(=O)O)(C)C1CCCCC1.C(CC)(=O)OCC=CC1CCCCC1